((1-cyclopropyl-3-(tetrahydro-2H-pyran-4-yl)-1H-pyrazol-4-yl)oxy)-7-(3-(trifluoromethyl)-5,6-dihydro-[1,2,4]triazolo[4,3-a]pyrazin-7(8H)-yl)quinoline C1(CC1)N1N=C(C(=C1)OC1=NC2=CC(=CC=C2C=C1)N1CC=2N(CC1)C(=NN2)C(F)(F)F)C2CCOCC2